CC=1[C@H]2C(C(CC1)C2)(C)C (-)-(1S)-2,6,6-TRIMETHYL-BICYCLO[3.1.1]HEPT-2-ENE